[N+](#[C-])CC1CC(CCC1)C[N+]#[C-] 1,3-BIS(ISOCYANOMETHYL)CYCLOHEXANE